ClC=1C(N(C(=CC1OCC1=NC=C(C=C1F)F)C)C1=CC(=NC=C1C)C=1N=C(SC1)C(C(=O)N)(C)C)=O (R)-2-(4-(3-chloro-4-((3,5-difluoropyridin-2-yl)methoxy)-5',6-dimethyl-2-oxo-2H-[1,4'-bipyridin]-2'-yl)thiazol-2-yl)-2-methylpropanamide